2-methyl-3-(trifluoromethyl)bromobenzene CC1=C(C=CC=C1Br)C(F)(F)F